CC=1NC(C2=C(N1)CSC2)=O 2-methyl-5,7-dihydrothieno[3,4-d]pyrimidin-4(3H)-one